Calcium Trisodium [Na].[Na].[Na].[Ca]